(S)-Methyl 3-Cyclohexyl-2-(2-(3-(3-((Dicyclopropylmethyl)Carbamoyl)-1H-Pyrazol-5-Yl)Phenyl)Oxazole-5-Carboxamido)Propanoate C1(CCCCC1)C[C@@H](C(=O)OC)NC(=O)C1=CN=C(O1)C1=CC(=CC=C1)C1=CC(=NN1)C(NC(C1CC1)C1CC1)=O